eicosane-1,8-diamine C(CCCCCCC(CCCCCCCCCCCC)N)N